2-(2-methacryloyloxyethyl-oxy)ethyl isocyanate C(C(=C)C)(=O)OCCOCCN=C=O